C1(CC1)C(=O)N1[C@@H](CN(CC1)C(=O)C=1C=NC2=CC=C(C=C2C1N1CCC(CC1)(C#N)C)F)C (R)-1-(3-(4-(Cyclopropanecarbonyl)-3-methylpiperazine-1-carbonyl)-6-fluoroquinolin-4-yl)-4-methylpiperidine-4-carbonitrile